ClC1=C2C(N(C(NC2=C(C=C1)S(=O)(=O)C1=CC=C2C=NN(C2=C1)C1CCC1)=O)O)=O 5-chloro-8-((1-cyclobutyl-1H-indazol-6-yl)sulfonyl)-3-hydroxyquinazoline-2,4(1H,3H)-dione